3-thiophenamide S1C=C(C=C1)C(=O)N